(cyclohexylmethanediyl)difuran C1(CCCCC1)C(C=1OC=CC1)C=1OC=CC1